bis-(cyclohexyl-cyclopentadienyl)di-m-tolyl-titanium C1(CCCCC1)C1(C=CC=C1)[Ti](C=1C=C(C=CC1)C)(C=1C=C(C=CC1)C)C1(C=CC=C1)C1CCCCC1